BrC1=C(C=NN1C1=CC(=CC=C1)C(F)(F)F)C=O 5-BROMO-1-[3-(TRIFLUOROMETHYL)PHENYL]-1H-PYRAZOLE-4-CARBOXALDEHYDE